CC1=C(C=CC(=O)O)C(=CC(=C1)O)C 2,6-dimethyl-p-hydroxycinnamic acid